C(C)OC(=O)C1CCN(CC1)C=1C=NC(=NC1)C(=O)OC(C)(C)C tert-butyl 5-(4-(ethoxycarbonyl)piperidin-1-yl)pyrimidine-2-carboxylate